Phenyl 7-(dimethoxymethyl)-6-((3-carbonyl-1,4-oxazepin-4-yl)methyl)-3,4-dihydro-1,8-naphthyridin-1(2H)-carboxylate COC(C1=C(C=C2CCCN(C2=N1)C(=O)OC1=CC=CC=C1)CN1C(COC=CC1)=C=O)OC